C[C@@H]1N([C@@H](CCC1)C)C(=O)C1=C(OC=2C(=NC=NC2)N2CC3(C2)CCN(CC3)C[C@@H]3CC[C@H](CO3)NS(=O)(=O)CC)C=CC(=C1)F N-((3R,6S)-6-((2-(5-(2-((2S,6R)-2,6-Dimethylpiperidine-1-carbonyl)-4-fluorophenoxy)pyrimidin-4-yl)-2,7-diazaspiro[3.5]nonan-7-yl)methyl)tetrahydro-2H-pyran-3-yl)ethanesulfonamide